4-(((2R,5R)-1-(2-(3,3-dimethyl-5-oxo-6-(2,4,6-trichlorobenzyl)-2,3,4,5-tetrahydro-1H-pyrrolo[3,2-b]pyridin-1-yl)-2-oxoethyl)-5-methylpiperazin-2-yl)methyl)morpholine-2-carboxamide CC1(CN(C2=C1NC(C(=C2)CC2=C(C=C(C=C2Cl)Cl)Cl)=O)C(CN2[C@H](CN[C@@H](C2)C)CN2CC(OCC2)C(=O)N)=O)C